COC1=CC=CC=2C=3N(C(=NC12)NC=1C(N=CC=CC1)=O)N=C(N3)C=3N=NN(C3)C (3R)-3-{[7-methoxy-2-(1-methyl-1H-1,2,3-triazol-4-yl)[1,2,4]triazolo[1,5-c]quinazolin-5-yl]amino}azepin-2-one